N-[(S)-1-(4-Fluoro-phenyl)-ethyl]-3-[3-(4-trifluoromethoxy-benzyl)-3H-imidazo[4,5-b]pyridin-2-yl]-propionamide FC1=CC=C(C=C1)[C@H](C)NC(CCC1=NC=2C(=NC=CC2)N1CC1=CC=C(C=C1)OC(F)(F)F)=O